CSC1=NC(=CC(=N1)N)N 2-(methylthio)pyrimidine-4,6-diamine